2-((2-fluoro-4-iodophenyl)amino)-N-(2-hydroxyethoxy)-5-methoxy-1-methyl-1H-pyrrolo[2,3-b]pyridine-3-carboxamide FC1=C(C=CC(=C1)I)NC1=C(C=2C(=NC=C(C2)OC)N1C)C(=O)NOCCO